3-({[(1S)-7-fluoro-6-methoxy-1,2,3,4-tetrahydronaphthalen-1-yl]methyl}amino)pyridine-4-carboxylic acid FC1=C(C=C2CCC[C@@H](C2=C1)CNC=1C=NC=CC1C(=O)O)OC